NC1=NN(C(=C1)[C@@H]1C[C@@H](CC1)OC(=O)NCCCCCN1N=CC=C1C(=O)OCC)C(C)(C)C ethyl 1-(5-(((((1R,3S)-3-(3-amino-1-(tert-butyl)-1H-pyrazol-5-yl) cyclopentyl) oxy) carbonyl) amino) pentyl)-1H-pyrazole-5-carboxylate